C1(CCCC1)N1C(C=CC2=C1N=C(N=C2)NC2CCN(CC2)S(=O)(=O)N2CCNCC2)=O 8-cyclopentyl-2-((1-(piperazin-1-ylsulfonyl)piperidin-4-yl)amino)pyrido[2,3-d]pyrimidin-7(8H)-one